C(C)C1=C(C(=O)O)C=CC=N1 ethyl-nicotinic acid